Cl.BrC=1C=C2C(=NN(C(C2=CC1)=O)CC(=O)NC1CNCCOC1)C(C)C 2-(6-bromo-4-isopropyl-1-oxo-phthalazin-2-yl)-N-(1,4-oxazepan-6-yl)acetamide HCl salt